6-Methyl-2-(4-(trifluoromethyl)piperidin-1-yl)pyrimidine-4-carboxylate CC1=CC(=NC(=N1)N1CCC(CC1)C(F)(F)F)C(=O)[O-]